2,4-bis(dibenzo[b,d]furan-4-yl)pyrimidine C1=CC=C(C=2OC3=C(C21)C=CC=C3)C3=NC=CC(=N3)C3=CC=CC2=C3OC3=C2C=CC=C3